ClC1=NC(=CC(=C1)C=1C(=NN2C1N=C(C=C2)N(C)C)C=2C=C(C#N)C=CC2)C 3-[3-(2-Chloro-6-methyl-4-pyridyl)-5-(dimethylamino)pyrazolo[1,5-a]pyrimidin-2-yl]benzonitrile